hydrazine-d N(N)[2H]